C(C)C=1SC(=C(N1)C1=CC=CC=C1)OC1=CC(=NC=C1)C1(NC=C(C=C1)NCCN1CCCC1)N 2-(4-((2-ethyl-4-phenylthiazol-5-yl)oxy)pyridin-2-yl)-N5-(2-(pyrrolidin-1-yl)ethyl)pyridine-2,5-diamine